CC=1SC(=C(N1)C(F)(F)F)C(=O)N 2-methyl-4-(trifluoromethyl)thiazole-5-carboxamide